tert-butyl-4-(((1H-1,2,3-triazol-4-yl) methoxy) methyl)-3-methylpiperidine-1-carboxylate C(C)(C)(C)OC(=O)N1CC(C(CC1)COCC=1N=NNC1)C